4-[5-[3-(3-bromophenyl)pyrazol-1-yl]-2-(3-pyridyl)pyrazolo[1,5-a]pyrimidin-7-yl]morpholine BrC=1C=C(C=CC1)C1=NN(C=C1)C1=NC=2N(C(=C1)N1CCOCC1)N=C(C2)C=2C=NC=CC2